(2R)-2-Methyl-1-(7-methyl-2-{3-[4-(pyrrolidine-1-carbonyl)phenyl]-1H-pyrazolo[3,4-b]pyridin-5-yl}-6,7,8,9-tetrahydro-5H-benzo[7]annulen-7-yl)pyrrolidine C[C@H]1N(CCC1)C1(CCC2=C(CC1)C=C(C=C2)C=2C=C1C(=NC2)NN=C1C1=CC=C(C=C1)C(=O)N1CCCC1)C